2-thienyl-D-alanine S1C(=CC=C1)N[C@H](C)C(=O)O